ClC1=C(C(=O)O)C(=C(C=N1)F)Cl 2,4-dichloro-5-fluoronicotinic acid